4-(3-((3S,5S,8R,9S,10R,13R,14S,17R)-5,14-dihydroxy-10,13-dimethyl-17-(2-oxo-2H-pyran-5-yl)hexadecahydro-1H-cyclopenta[a]phenanthren-3-yl)ureido)butanoic acid O[C@]12C[C@H](CC[C@@]2([C@H]2CC[C@@]3([C@H](CC[C@@]3([C@@H]2CC1)O)C=1C=CC(OC1)=O)C)C)NC(NCCCC(=O)O)=O